9-Hydroxyoctadecatrienoic acid CCCCCCCCCC(CC=CC=CC=CC(=O)O)O